N-(cyclohexyl)thiophosphoric triamide C1(CCCCC1)NP(N)(N)=S